C(C)C=1C=C(C=CC1NC1=NC=C(C(=N1)[Sn](C)(C)C)C(F)(F)F)N1[C@H](CN(CC1)C(=O)OC(C)(C)C)COC tert-butyl (R)-4-(3-ethyl-4-((5-(trifluoromethyl)-4-(trimethylstannyl)pyrimidin-2-yl)amino)phenyl)-3-(methoxymethyl)piperazine-1-carboxylate